1-(1-Oxo-1,2-dihydroisoquinolin-5-yl)-5-(trifluoromethyl)-1H-pyrazole-4-carboxylic acid O=C1NC=CC2=C(C=CC=C12)N1N=CC(=C1C(F)(F)F)C(=O)O